C(CCCCCCCCCCCCCCC)C(C(C(O)CCCCCCCCCCCCCCCC)O)O dicetyl-racemic-glycerol